NC=1C(=C(C=O)C=CC1)OC1CC1 3-AMINO-2-CYCLOPROPOXYBENZALDEHYDE